tert-butyl (3R,5S)-3-(2-((6-(benzylamino)-3-methyl-2-oxo-2,3-dihydro-1H-benzo[d]imidazol-4-yl)oxy)ethoxy)-4,4-difluoro-5-methylpiperidine-1-carboxylate C(C1=CC=CC=C1)NC=1C=C(C2=C(NC(N2C)=O)C1)OCCO[C@@H]1CN(C[C@@H](C1(F)F)C)C(=O)OC(C)(C)C